C1(=CC=CC=C1)N1N=CC(=N1)N 2-phenyl-2H-1,2,3-triazol-4-amine